COC1=CC=C(C=C1)C1(C=CC2=C(O1)C=1C=3C=CC=C(C3C=CC1C1=C2C(C=2C=C(C=CC21)C(F)(F)F)(C)C)O)C2=CC=C(C=C2)OCCCC 6-(4-methoxyphenyl)-6-(4-butoxyphenyl)-9,9-dimethyl-1-hydroxy-11-trifluoromethyl-6H,9H-indeno[2',3':2,1]phenanthro[4,3-b]pyran